1-Ethyl 6-(N-(3-(1-((1s,3s)-adamantan-1-ylmethyl)-5-methyl-1H-pyrazol-4-yl)-6-((6-(benzo[d]thiazol-2-ylamino)-5-methylpyridazin-3-yl)(methyl)amino)picolinoyl)sulfamoyl)hexanoate C12(CC3CC(CC(C1)C3)C2)CN2N=CC(=C2C)C=2C(=NC(=CC2)N(C)C=2N=NC(=C(C2)C)NC=2SC3=C(N2)C=CC=C3)C(=O)NS(=O)(=O)CCCCCC(=O)OCC